2-amino-4-(4-nitrophenyl)thiophene-3-carboxylic acid ethyl ester C(C)OC(=O)C1=C(SC=C1C1=CC=C(C=C1)[N+](=O)[O-])N